NC=1CC(=CC2=C(N1)C=C(S2)CC2CNC2)C(=O)N(CCC)OCCNC(NCC)=O 5-amino-2-(azetidin-3-ylmethyl)-N-[2-(ethylcarbamoylamino)ethoxy]-N-propyl-6H-thieno[3,2-b]Azepine-7-carboxamide